C(CC(C)C)N1[C@H](C2N(OC3(C(N2[C@H](C1=O)CCSC)=O)CCC3)C(=O)OC(C)C)C isopropyl (6'S,9'S)-8'-isopentyl-9'-methyl-6'-(2-(methylthio)ethyl)-4',7'-dioxotetrahydro-4'H-spiro[cyclobutane-1,3'-pyrazino[2,1-c][1,2,4]oxadiazine]-1'(6'H)-carboxylate